(S)-1-(oxetan-2-ylmethyl)-2-((4-(6-(isoquinolin-4-ylmethoxy)pyridin-2-yl)piperidine-1-yl)methyl)-1H-benzo[d]imidazole-6-carboxylate O1[C@@H](CC1)CN1C(=NC2=C1C=C(C=C2)C(=O)[O-])CN2CCC(CC2)C2=NC(=CC=C2)OCC2=CN=CC1=CC=CC=C21